1-[6-chloro-2-[5-(difluoromethyl)-3-methyl-pyrazol-1-yl]-3-pyridinyl]ethanone butyl-6-iodo-2-azaspiro[3.3]heptane-2-carboxylate C(CCC)OC(=O)N1CC2(C1)CC(C2)I.ClC2=CC=C(C(=N2)N2N=C(C=C2C(F)F)C)C(C)=O